F[C@H]1CN(CC[C@H]1NC1=CC=CN2C(=C(C=C12)C#CCNC=1C=CC(=NC1OC)C(=O)NS(=O)(=O)C)CC(F)(F)F)C 5-[3-[8-[[(3S,4R)-3-fluoro-1-methylpiperidin-4-yl]amino]-3-(2,2,2-trifluoroethyl)indolizine-2-yl]prop-2-ynylamino]-6-methoxy-N-(methylsulfonyl)pyridine-2-carboxamide